FC1=C(C(=O)NC=2C=3CC[C@H]4N(C3N=CC2)CCNC4)C=CC=C1F (R)-2,3-difluoro-N-(6,6a,7,8,9,10-hexahydro-5H-pyrazino[1,2-a][1,8]naphthyridin-4-yl)benzamide